ClC=1C=C2CCN(CC2=C(C1)[C@H]1N(CCOC1)C(=O)OC(C)(C)C)C(C(C)(C)O)=O tert-butyl (R)-3-(6-chloro-2-(2-hydroxy-2-methylpropanoyl)-1,2,3,4-tetrahydroisoquinolin-8-yl)morpholine-4-carboxylate